4-(5-((tert-butoxycarbonyl)amino)benzo[d]oxazol-2-yl)pyridine methyl-(S)-2-((tert-butoxycarbonyl)amino)-4-(quinolin-5-yl)butanoate COC([C@H](CCC1=C2C=CC=NC2=CC=C1)NC(=O)OC(C)(C)C)=O.C(C)(C)(C)OC(=O)NC=1C=CC2=C(N=C(O2)C2=CC=NC=C2)C1